C(C)(C)(C)OC(=O)N(C(OC(C)(C)C)=O)C1=NN2C(C=C(C=C2)C2=C(C(=C(C=C2)C)C(NCC(C(=O)C2=CC=C(C=C2)F)(F)F)=O)F)=N1 tert-butyl (tert-butoxycarbonyl)(7-(3-((2,2-difluoro-3-(4-fluorophenyl)-3-oxopropyl)carbamoyl)-2-fluoro-4-methylphenyl)-[1,2,4]triazolo[1,5-a]pyridin-2-yl)carbamate